2-Fluoro-5-(2-hydroxy-2-methylpropoxy)-3-(5-methylthiazol-2-yl)benzoic acid FC1=C(C(=O)O)C=C(C=C1C=1SC(=CN1)C)OCC(C)(C)O